(R)-2-((R)-1-(2-(2,5-dichlorobenzamido)acetamido)-3-methylbutyl)-4-(2-(dimethylamino)-2-oxoethyl)-6-oxo-1,3,2-dioxaborinane-4-carboxylic acid ClC1=C(C(=O)NCC(=O)N[C@@H](CC(C)C)B2OC(C[C@@](O2)(C(=O)O)CC(=O)N(C)C)=O)C=C(C=C1)Cl